FC=1C(=NC(=C(C1)F)OCC1=CC2=CN(N=C2C=C1)C)N1CCC2(CC2C2=NC3=C(N2C[C@H]2OCC2)C=C(C=C3)C(=O)O)CC1 2-(6-(3,5-difluoro-6-((2-methyl-2H-indazol-5-yl)methoxy)pyridin-2-yl)-6-azaspiro[2.5]oct-1-yl)-1-((S)-oxetan-2-ylmethyl)-1H-benzo[d]imidazole-6-carboxylic acid